({(3S)-3-({N-[(4-methoxy-1H-indol-2-yl)carbonyl]-L-leucyl}amino)-2-oxo-4-[(3S)-2-oxopyrrolidin-3-yl]butyl}oxy)methyl propanoate C(CC)(=O)OCOCC([C@H](C[C@H]1C(NCC1)=O)NC([C@@H](NC(=O)C=1NC2=CC=CC(=C2C1)OC)CC(C)C)=O)=O